dec-3-en iodide [I-].CCC=CCCCCCC